COC1=CC=C(C=C1)OC(C1=CC=C(C=C1)OCCC=C)=O 4-(3-butenyloxy)benzoic acid 4-methoxyphenyl ester